COC1=C(C#N)C=C(C=C1)B1OC(C(O1)(C)C)(C)C 2-methoxy-5-(4,4,5,5-tetramethyl-1,3,2-dioxaborolan-2-yl)benzonitrile